BrC1=C(C(=CC(=C1)F)F)CC(O)[C@H]1N(CCC1)C(=O)OC(C)(C)C Tert-butyl (2S)-2-(2-(2-bromo-4,6-difluorophenyl)-1-hydroxyethyl)pyrrolidine-1-carboxylate